(1-(cyclopentylmethyl)-5-fluoro-2-oxo-1,2-dihydropyridin-4-yl)boronic acid C1(CCCC1)CN1C(C=C(C(=C1)F)B(O)O)=O